COP(OC)(=O)CC1=C(C=CC(=C1)CCl)OC (5-(chloromethyl)-2-methoxybenzyl)phosphonic acid dimethyl ester